(S)-N-methyl-5-(pyrrolidin-3-yloxy)-7-(trifluoromethyl)thieno[3,2-b]pyridine-3-carboxamide CNC(=O)C1=CSC=2C1=NC(=CC2C(F)(F)F)O[C@@H]2CNCC2